tert-butyl N-[2-(azidomethyl)-1,3-thiazol-4-yl]-N-(cyclopropanesulfonyl)carbamate N(=[N+]=[N-])CC=1SC=C(N1)N(C(OC(C)(C)C)=O)S(=O)(=O)C1CC1